COC=1C=C2CC(CN(C2=CC1)C1=CC=C(C=C1)C(F)(F)F)CNC(C=C)=O N-((6-methoxy-1-(4-(trifluoromethyl)phenyl)-1,2,3,4-tetrahydroquinolin-3-yl)methyl)acrylamide